C(CCCCCCCCCCC)(=O)[O-].C(CCCCCCCCCCC)(=O)[O-].C(CCC)[Bi+2]CCCC dibutylbismuth dilaurate